FC(C(=O)O)(F)F.CN1[C@H](CN(C[C@H]1C)C1CCNCC1)C (2S,6R)-1,2,6-trimethyl-4-(piperidine-4-yl)piperazine trifluoroacetate